5-amino-1-cyclopropyl-3-ethylpyrazole-4-carboxamide NC1=C(C(=NN1C1CC1)CC)C(=O)N